3-Cyclopropyl-N-(5,6-dimethoxy-benzothiazol-2-yl)-2-(4-ethanesulfonyl-phenyl)-propionamide C1(CC1)CC(C(=O)NC=1SC2=C(N1)C=C(C(=C2)OC)OC)C2=CC=C(C=C2)S(=O)(=O)CC